3-methoxy-4-fluoro-α-trifluoromethylstyrene COC=1C=C(C(=C)C(F)(F)F)C=CC1F